N1(N=CC=C1)CC=1C=C2C(=NC1)C(=NO2)NS(=O)(=O)C2=C(C=CC=C2OC)OC N-(6-((1H-pyrazol-1-yl)methyl)isoxazolo[4,5-b]pyridin-3-yl)-2,6-dimethoxybenzenesulfonamide